2-(2-(5-bromo-2,4-difluorophenyl)hydrazono)propanoic acid ethyl ester C(C)OC(C(C)=NNC1=C(C=C(C(=C1)Br)F)F)=O